(2R)-azetidine-2-carboxylic acid methyl ester hydrochloride Cl.COC(=O)[C@@H]1NCC1